C(OC1CN(C1)C1=NN(C2=C1C=NC(=C2)C2=NN(C=C2N)C2OCCCC2)CC2COCC2)([2H])([2H])[2H] 3-(3-(3-(methoxy-d3)azetidin-1-yl)-1-((tetrahydrofuran-3-yl)methyl)-1H-pyrazolo[4,3-c]pyridin-6-yl)-1-(tetrahydro-2H-pyran-2-yl)-1H-pyrazol-4-amine